CC=1N=C2N(N=C(C=C2C)C2=CC(=C3C=C(N=NC3=C2)N2C[C@@H](CC2)N(C)C)F)C1 (3R)-1-[7-(2,8-dimethylimidazo[1,2-b]pyridazin-6-yl)-5-fluorocinnolin-3-yl]-N,N-dimethylpyrrolidin-3-amine